tert-butyl 4-((1r,3r)-3-(hydroxymethyl)cyclobutoxy)piperidine-1-carboxylate OCC1CC(C1)OC1CCN(CC1)C(=O)OC(C)(C)C